ClC1=C(C=CC=C1)C1(CC1)C1=NOC(=N1)CC(C(=O)O)=C 2-((3-(1-(2-chlorophenyl)cyclopropyl)-1,2,4-oxadiazol-5-yl)methyl)acrylic acid